(S)-38-(4-(((2-amino-4-hydroxypteridin-6-yl)methyl)amino)benzamido)-35-oxo-4,7,10,13,16,19,22,25,28,31-decaoxa-34-azanonatriacont-1-yn-39-oic acid NC1=NC2=NC=C(N=C2C(=N1)O)CNC1=CC=C(C(=O)N[C@@H](CCC(NCCOCCOCCOCCOCCOCCOCCOCCOCCOCCOCC#C)=O)C(=O)O)C=C1